C(C(C)C)N(C([S-])=S)CC(C)C.[Ni+2].CN(C([S-])=S)C.[Ni+2].CN1CCN(CC1)[C@H]1[C@@H](CCCC1)O trans-2-(4-methylpiperazin-1-yl)cyclohexanol nickel dimethyldithiocarbamate nickel diisobutyldithiocarbamate